BrCC1=CC=C(C=C1)C(C#N)C 2-(4-(bromomethyl)phenyl)propionitrile